5-((3-nitro-6-phenylpyridin-2-yl)amino)picolinaldehyde [N+](=O)([O-])C=1C(=NC(=CC1)C1=CC=CC=C1)NC=1C=CC(=NC1)C=O